C(#N)C1(CC1)N1N=NC(=C1)C(=O)NCC=1SC(=NN1)C1=CC=CC=C1 1-(1-cyanocyclopropyl)-N-((5-phenyl-1,3,4-thiadiazol-2-yl)methyl)-1H-1,2,3-triazole-4-carboxamide